1-ethyl-5-(3-fluoro-5-(methylamino)pyridin-2-yl)-N-((S)-2-oxo-5-phenyl-2,3-dihydro-1H-benzo[e][1,4]diazepine-3-Yl)-1H-pyrazole-4-carboxamide C(C)N1N=CC(=C1C1=NC=C(C=C1F)NC)C(=O)N[C@H]1N=C(C2=C(NC1=O)C=CC=C2)C2=CC=CC=C2